Cis-isopropyl N-[4-[5-[4-(benzylcarbamoylamino)-2-(tert-butylsulfamoyl)phenyl]thiazol-2-yl]cyclohexyl]carbamate C(C1=CC=CC=C1)NC(=O)NC1=CC(=C(C=C1)C1=CN=C(S1)[C@H]1CC[C@H](CC1)NC(OC(C)C)=O)S(NC(C)(C)C)(=O)=O